ClC1=C(C(=CC(=C1)OC(F)(F)F)Cl)N1N=CC(=C1C)CO (1-(2,6-dichloro-4-(trifluoromethoxy)phenyl)-5-methyl-1H-pyrazol-4-yl)methanol